1,4-dimethylcyclohexaneadipic acid CC1(CCC(CC1)C)C(CCCC(=O)O)C(=O)O